tert-butyl (4-((2,5-dimethyl-4,5-dihydro-2H-[1,2,3]triazolo[4,5-c]quinolin-6-yl)amino)-5-((methyl-d3)carbamoyl)pyridin-2-yl)carbamate CN1N=C2C(CN(C=3C(=CC=CC23)NC2=CC(=NC=C2C(NC([2H])([2H])[2H])=O)NC(OC(C)(C)C)=O)C)=N1